4-(2-{[2-(2-Hydroxyphenyl)ethyl]amino}ethyl)benzonitril OC1=C(C=CC=C1)CCNCCC1=CC=C(C#N)C=C1